C1(CC1)C1=NC(=C(C(=N1)N1CCC(CC1)C1=C(C=CC=C1)OC)CC(=O)N(CCC)C)C 2-{2-cyclopropyl-4-[4-(2-methoxy-phenyl)-piperidin-1-yl]-6-methyl-pyrimidin-5-yl}-N-methyl-N-propyl-acetamide